C(C)OC(C(CCC=1C(=NC(=CC1C1=C(C=C(C=C1)F)F)Cl)Cl)O)=O 4-(2,6-dichloro-4-(2,4-difluorophenyl)pyridin-3-yl)-2-hydroxybutyric acid ethyl ester